2-[[4-(4-pyridinyl) piperazin-1-yl] methyl]-1,3-benzoxazolate N1=CC=C(C=C1)N1CCN(CC1)CC1(OC2=C(N1)C=CC=C2)C(=O)[O-]